COCOC(=O)N1CC2=CC=C(C=C2C1=O)C=C (methoxymethyl)-3-oxo-5-vinylisoindoline-2-carboxylate